C(C1=CC=CC=C1)OC(=O)N1C(CCC1=O)=O N-(benzyloxycarbonyl)succinimide